C12(CCC(CC1)CC2)COC=2C=CC(=NC2)Cl 5-(bicyclo[2.2.2]octan-1-ylmethoxy)-2-chloropyridine